FC1CN(C1)CCC1=NN(C(C(=C1)C(F)(F)F)=O)[C@H](C(=O)OC)CC(C)C (S)-methyl 2-(3-(2-(3-fluoroazetidin-1-yl) ethyl)-6-oxo-5-(trifluoromethyl) pyridazin-1(6H)-yl)-4-methylpentanoate